4-propyl-2,3-dimethyl-1,2,3-butanetriol C(CC)CC(C(CO)(O)C)(O)C